COC=1C(=CC=C2C=NN(C12)CCC)NC1=CC=NC=C1C(=O)NC 4-((7-methoxy-1-propyl-1H-indazol-6-yl)amino)-N-methylnicotinamide